(S)-(5-(3,5-difluorophenyl)-4,5-dihydro-1H-pyrazol-1-yl)(4-(4-(1,3-dimethyl-1H-pyrazol-5-yl)-5-fluoropyridin-2-yl)piperazin-1-yl)methanone FC=1C=C(C=C(C1)F)[C@@H]1CC=NN1C(=O)N1CCN(CC1)C1=NC=C(C(=C1)C1=CC(=NN1C)C)F